[6-(2-{(1S,4S)-5-ethyl-2,5-diazabicyclo[2.2.1]hept-2-yl}-6-methyl-4-pyrimidinylamino)-3-thia-1,5-diaza-2-indenyl]benzamide C(C)N1[C@@H]2CN([C@H](C1)C2)C2=NC(=CC(=N2)NC2=NC=C1SC(=NC1=C2)C2=C(C(=O)N)C=CC=C2)C